(4-(aminomethyl)-3-fluorophenyl)-N-(3-(piperidin-1-yl)propyl)benzo[d]imidazo[2,1-b]thiazole-7-carboxamide NCC1=C(C=C(C=C1)C=1N=C2SC3=C(N2C1)C=CC(=C3)C(=O)NCCCN3CCCCC3)F